tert-butyl (R)-2-((6-((6-methoxy-2-methyl-1,2,3,4-tetrahydroisoquinolin-7-yl)amino)-1H-pyrazolo[3,4-d]pyrimidin-1-yl)methyl)pyrrolidine-1-carboxylate COC=1C=C2CCN(CC2=CC1NC1=NC=C2C(=N1)N(N=C2)C[C@@H]2N(CCC2)C(=O)OC(C)(C)C)C